(1R,2S)-1-(2-methoxy-5-methylphenyl)-N-(2-methylquinoline-5-sulfonyl)-2-[4-(trifluoromethyl)phenyl]cyclopropane-1-carboxamide COC1=C(C=C(C=C1)C)[C@@]1([C@@H](C1)C1=CC=C(C=C1)C(F)(F)F)C(=O)NS(=O)(=O)C=1C=2C=CC(=NC2C=CC1)C